COCCN(CC[C@@H](C(=O)O)NC=1C2=C(N=CN1)N(C=C2)C)CCCCC2=NC=1NCCCC1C=C2 (S)-4-((2-methoxyethyl)(4-(5,6,7,8-tetrahydro-1,8-naphthyridin-2-yl)butyl)amino)-2-((7-methyl-7H-pyrrolo[2,3-d]pyrimidin-4-yl)amino)butanoic acid